5-((5-Chloro-2-((3R,5S)-3,5-dimethylazepan-1-yl)pyrimidin-4-yl)amino)-3-(3-hydroxy-3-methylbutyl)-1-methyl-1,3-dihydro-2H-benzo[d]imidazol-2-on ClC=1C(=NC(=NC1)N1C[C@@H](C[C@@H](CC1)C)C)NC1=CC2=C(N(C(N2CCC(C)(C)O)=O)C)C=C1